[NH4+].C(C)SP(=S)(OCC)[O-].N1=C(C(=CC=C1)N)N pyridinediamine, diethyl-dithiophosphate-ammonium salt